1h-[1,2,3]triazolo[4,5-b]pyridin-1-ol N1(N=NC2=NC=CC=C21)O